2-[3-(3-chloro-2-piperazin-1-yl-6-quinolyl)-1,2,4-oxadiazol-5-yl]ethanamine dihydrochloride Cl.Cl.ClC=1C(=NC2=CC=C(C=C2C1)C1=NOC(=N1)CCN)N1CCNCC1